COC1=NC=CC(=C1)C=1NC2=CC=CC=C2C1 2-(2-methoxypyridin-4-yl)-1H-indole